NC1=C(C(=NC=2N1N=C(C2C)C2CC2)S(=O)(=O)C)C#N 7-amino-2-cyclopropyl-3-methyl-5-(methylsulfonyl)pyrazolo[1,5-a]pyrimidine-6-carbonitrile